ClC=1C=C(C=C(C1)Cl)C1=NC(=CC(=C1)CN(C(OCC1=CC=CC=C1)=O)C)OC=1C=NC(=NC1)N1CCNCC1 benzyl ((2-(3,5-dichlorophenyl)-6-((2-(piperazin-1-yl)pyrimidin-5-yl)oxy)pyridin-4-yl)methyl)(methyl)carbamate